1,3-diethyl-6-methoxy-1H-1,3-benzodiazol-3-ium C(C)N1C=[N+](C2=C1C=C(C=C2)OC)CC